methyl 6-chloro-4-hydroxy-2-methyl-2H-thieno[2,3-e][1,2]thiazine-3-carboxylate 1,1-dioxide ClC1=CC2=C(C(=C(N(S2(=O)=O)C)C(=O)OC)O)S1